(2R)-N-(3-hydroxy-2-[4-(trifluoromethyl)phenyl]methylpropyl)-2-[(4-methoxyphenyl)methyl]morpholine-4-carboxamide OCC(CNC(=O)N1C[C@H](OCC1)CC1=CC=C(C=C1)OC)CC1=CC=C(C=C1)C(F)(F)F